C(C1=CC=CC=C1)CS(=O)(=O)O benzyl-methanesulfonic acid